4-((1,3-dioxolane-2-yl)methyl)piperidine O1C(OCC1)CC1CCNCC1